(1R,3S)-3-(5-{2-[3-(benzyloxy)-2-(1,3-dioxolan-2-yl)phenoxy]acetamido}-2H-pyrazol-3-yl)cyclopentyl pyrrolidine-1-carboxylate N1(CCCC1)C(=O)O[C@H]1C[C@H](CC1)C=1NN=C(C1)NC(COC1=C(C(=CC=C1)OCC1=CC=CC=C1)C1OCCO1)=O